2-fluoro-4-((2-(3-methoxy-3-methylazetidin-1-yl)pyridin-4-yl)oxy)aniline FC1=C(N)C=CC(=C1)OC1=CC(=NC=C1)N1CC(C1)(C)OC